C(CCSSSCCC(=O)[O-])(=O)[O-] 3,3'-trithiodipropionate